FC=1C(=NC(=NC1)NC1=CC(=CC(=C1)N1CCN(CC1)C)F)C=1C=C2C(CN=CC2=CC1)(C)C 6-(5-Fluoro-2-((3-fluoro-5-(4-methylpiperazin-1-yl)phenyl)amino)pyrimidin-4-yl)-4,4-diMethyl-3,4-dihydroisoquinolin